O=C1NC(CCC1N1CC=2C(C1=O)=CSC2CNS(=O)(=O)C2=COC=C2)=O N-((5-(2,6-dioxopiperidin-3-yl)-4-oxo-5,6-dihydro-4H-thieno[3,4-c]pyrrol-1-yl)methyl)furan-3-sulfonamide